di-tert-butyl 3,3'-(deca-1,9-diyne-1,10-diylbis(1-oxoisoindoline-4,2-diyl))bis(2,6-dioxopiperidine-1-carboxylate) C(#CCCCCCCC#CC1=C2CN(C(C2=CC=C1)=O)C1C(N(C(CC1)=O)C(=O)OC(C)(C)C)=O)C1=C2CN(C(C2=CC=C1)=O)C1C(N(C(CC1)=O)C(=O)OC(C)(C)C)=O